1-(azetidin-3-yl)-N,N-dimethylpyrrolidin-3-amine CN(C)C1CCN(C1)C2CNC2